7-((5-fluoro-2-methylbenzyl)oxy)-1,2,3,4-tetrahydroisoquinoline FC=1C=CC(=C(COC2=CC=C3CCNCC3=C2)C1)C